NC1=C(SC2=NC(=CC=C21)C)C(=O)N[C@H]2CC=1C=CC(=NC1CC2)N2C[C@@H]([C@H](C2)OC)N 3-amino-N-[(6R)-2-[(3S,4S)-3-amino-4-methoxypyrrolidin-1-yl]-5,6,7,8-tetrahydroquinolin-6-yl]-6-methylthieno[2,3-b]pyridine-2-carboxamide